methyl 7-amino-2-butyl-8-(naphthalen-1-ylmethyl)-6-oxo-9-(3-(trifluoromethyl)phenyl)-3,4-dihydro-2H,6H-pyrido[1,2-e][1,2,5]thiadiazine-4-carboxylate 1,1-dioxide NC1=C(C(=C2N(C(CN(S2(=O)=O)CCCC)C(=O)OC)C1=O)C1=CC(=CC=C1)C(F)(F)F)CC1=CC=CC2=CC=CC=C12